6-[5,6-difluoro-8-(methylamino)-4-[cis-2-methyl-1,3,3a,4,6,6a-hexahydropyrrolo[3,4-c]pyrrol-5-yl]-9H-pyrido[2,3-b]indol-3-yl]-1-methyl-4-oxo-1,8-naphthyridine-3-carboxylic acid FC1=C2C3=C(NC2=C(C=C1F)NC)N=CC(=C3N3C[C@@H]1[C@H](C3)CN(C1)C)C=1C=C3C(C(=CN(C3=NC1)C)C(=O)O)=O